C(C)OC(CN1N=C(C2=C(C1=O)C=C(O2)NC(=O)OC(C)(C)C)C(C)C)=O [2-(tert-Butoxycarbonylamino)-7-isopropyl-4-oxo-furo[2,3-D]pyridazin-5-yl]acetic acid ethyl ester